tetraoctyl-phosphorus hydroxide C(CCCCCCC)P(CCCCCCCC)(CCCCCCCC)(CCCCCCCC)O